2-(2-bromophenyl)furan BrC1=C(C=CC=C1)C=1OC=CC1